COC(=O)C1=C/C(/CCC1)=N/O.COC1=CC2=C(N(C(O2)=O)CCNC(\C=C\C=2SC=CC2)=O)C=C1 (E)-N-(2-(6-methoxy-2-oxo-2,3-dihydro-1,3-benzoxazol-3-yl)ethyl)-3-(2-thienyl)acrylamide methyl-(1E,3E)-3-hydroxyimino-1-cyclohexenecarboxylate